C(CCCCCCCCCCCC)[SnH3] tridecyltin hydride